[U].C(#N)C(C(=O)OCC)NO ethyl 2-cyano-2-(hydroxylamino)acetate uranium salt